8-chloro-7-(1-(1-ethoxyethyl)-1H-pyrazol-4-yl)-N-(2-fluorocyclobutyl)-[1,2,4]triazolo[1,5-c]pyrimidin-2-amine ClC=1C=2N(C=NC1C=1C=NN(C1)C(C)OCC)N=C(N2)NC2C(CC2)F